3-methoxy-1-(pyridin-2-yl)-N-(6-(5,6,7,8-tetrahydro-[1,2,4]triazolo[4,3-a]pyrazin-3-yl)pyridin-2-yl)-1H-pyrazole-4-carboxamide COC1=NN(C=C1C(=O)NC1=NC(=CC=C1)C1=NN=C2N1CCNC2)C2=NC=CC=C2